6-Chloro-N-(3-chloro-5-(2-(4-chlorophenyl)propan-2-yl)phenyl)-5-(2-(methylsulfonyl)propan-2-yl)benzo[b]thiophen-2-carboxamid ClC=1C(=CC2=C(SC(=C2)C(=O)NC2=CC(=CC(=C2)C(C)(C)C2=CC=C(C=C2)Cl)Cl)C1)C(C)(C)S(=O)(=O)C